C1(CC1)C=1N=NN(C1)[C@@H](C(=O)N1[C@H](C[C@@H](C1)O)C(=O)NC(C)C1=CN(C2=CC=C(C=C12)C)C)C(C)(C)C (2R,4S)-1-[(2R)-2-(4-cyclopropyl-triazol-1-yl)-3,3-dimethyl-butyryl]-N-[1-(1,5-dimethylindol-3-yl)ethyl]-4-hydroxy-pyrrolidine-2-carboxamide